C(C1=CC=CC=C1)(C1=CC=CC=C1)(C1=CC=CC=C1)N1C=NC(=C1)C=O 1-trityl-1H-imidazole-4-carbaldehyde